N-(3-chloro-2-hydroxypropyl)-2-(6-(2-ethyl-5-fluoro-4-hydroxyphenyl)-1H-indazol-3-yl)-4,6-dihydropyrrolo[3,4-d]imidazole-5(1H)-carboxamide ClCC(CNC(=O)N1CC=2NC(=NC2C1)C1=NNC2=CC(=CC=C12)C1=C(C=C(C(=C1)F)O)CC)O